C[Si](OC=1[C@H]2[C@H]3C(NC([C@H]3[C@@H](C1)CC2)=O)=O)(C)C (1R,2S,6R,7R)-8-trimethylsilyloxy-4-azatricyclo[5.2.2.02,6]undec-8-ene-3,5-dione